[N-](S(=O)(=O)C(F)(F)F)S(=O)(=O)C(F)(F)F.C(=CC)N1CN(C=C1)CC 1-propenyl-3-ethylimidazole bis(trifluoromethanesulfonyl)imide salt